7-(1-(benzyloxy)ethyl)-2-mercapto-8-(3,4,5-trifluorophenyl)pyrazolo[1,5-a][1,3,5]triazin-4(3H)-one C(C1=CC=CC=C1)OC(C)C1=NN2C(N=C(NC2=O)S)=C1C1=CC(=C(C(=C1)F)F)F